ClC1=NN(C=C1S(=O)(=O)N1CCC(CC1)C=1C(=CC=2N(C1)N=CN2)C)C([2H])([2H])[2H] 6-(1-((3-chloro-1-(methyl-d3)-1H-pyrazol-4-yl)sulfonyl)piperidin-4-yl)-7-methyl-[1,2,4]triazolo[1,5-a]pyridine